sym-triazine-2,4,6-trithiol N1=C(N=C(N=C1S)S)S